C(C)(C)(C)C1=CC=C(C=C1)C=1N=C2SCN(CN2C(C1C#N)=O)C 8-(4-(tert-butyl)phenyl)-3-methyl-6-oxo-3,4-dihydro-2H,6H-pyrimido[2,1-b][1,3,5]thiadiazine-7-carbonitrile